N-(2-((2-azidoethyl)disulfaneyl)ethyl)-5-((3aS,4S,6aR)-2-oxohexahydro-1H-thieno[3,4-d]imidazol-4-yl)pentanamide N(=[N+]=[N-])CCSSCCNC(CCCC[C@@H]1SC[C@@H]2NC(N[C@@H]21)=O)=O